N1C=C(C2=CC=CC=C12)CCNC(NC1(CCCCC1)C(=O)NC1=CC=C(C=C1)Br)=O 1-(3-(2-(1H-indol-3-yl)ethyl)ureido)-N-(4-bromophenyl)cyclohexane-1-carboxamide